3-(N-(2-(aziridin-1-yl)ethyl)sulfamoyl)-N-(naphthalen-1-ylmethyl)-N-propylbenzamide N1(CC1)CCNS(=O)(=O)C=1C=C(C(=O)N(CCC)CC2=CC=CC3=CC=CC=C23)C=CC1